C(C)(=O)NCCN(CC[C@@H](C(=O)OC(C)(C)C)N)CCCCC1=NC=2NCCCC2C=C1 tert-butyl (S)-4-((2-acetamidoethyl) (4-(5,6,7,8-tetrahydro-1,8-naphthyridin-2-yl) butyl) amino)-2-aminobutyrate